γ-glycidoxypropyldimethoxyEthoxyisopropylsilane tert-butyl-(2R,5S)-4-(8-((benzyloxy)methyl)-3-ethyl-9-methyl-2-oxo-3,9-dihydro-2H-purin-6-yl)-2-ethyl-5-methylpiperazine-1-carboxylate C(C)(C)(C)OC(=O)N1[C@@H](CN([C@H](C1)C)C=1C=2N=C(N(C2N(C(N1)=O)CC)C)COCC1=CC=CC=C1)CC.C(C1CO1)OCCC[SiH](C(C)C)OCC(OC)OC